C(C)N([C@H]1[C@@H](CC(C1)(C)C)OC=1C=C2COC(C2=CC1)=O)CC 5-(((1R,2R)-2-(diethylamino)-4,4-dimethylcyclopentyl)oxy)isobenzofuran-1(3H)-one